hydroxybenzo(a)pyrene OC1=CC=C2C=CC=3C=C4C(=C5C=CC1=C2C53)C=CC=C4